2-(2-chloropyrimidin-5-yl)ethanol ClC1=NC=C(C=N1)CCO